(racemic)-4-(3-chloro-4-(9-(2-methyl-3-(trifluoromethyl)benzyl)-6-(1-methylcyclopropoxy)-9H-purin-8-yl)phenoxy)-2-methylbutanoic acid ClC=1C=C(OCC[C@H](C(=O)O)C)C=CC1C=1N(C2=NC=NC(=C2N1)OC1(CC1)C)CC1=C(C(=CC=C1)C(F)(F)F)C |r|